C(C1=CC=CC=C1)(=O)C1=CC=C(C(=O)NCCCC=C(C(=O)N)C)C=C1 (3-(4-benzoylbenzamido)propyl)methacrylamide